[Ru](Cl)Cl.C(C1=CC=CC=C1)(P(C1CCCCC1)(C1CCCCC1)C1CCCCC1)P(C1CCCCC1)(C1CCCCC1)C1CCCCC1 benzylidenebis-(tricyclohexylphosphine) ruthenium dichloride